C1(CC1)NC1=CC(=NC=2N1N=CC2)NC2=CC(=C(C=C2)N2CCNCC2)C[S@](=O)C |r| (±)-7-(Cyclopropylamino)-5-((3-((methylsulfinyl)methyl)-4-(piperazin-1-yl)phenyl)amino)pyrazolo[1,5-a]pyrimidin